1-(4-fluorophenethyl)-1-methyl-guanidine tert-butyl-(8-((3-(2,6-dioxopiperidin-3-yl)-2-methyl-4-oxo-3,4-dihydroquinazolin-5-yl)amino)octyl)carbamate C(C)(C)(C)N(C(O)=O)CCCCCCCCNC1=C2C(N(C(=NC2=CC=C1)C)C1C(NC(CC1)=O)=O)=O.FC1=CC=C(CCN(C(=N)N)C)C=C1